BrC1=C(C(=CC=C1)F)CBr 1-Bromo-2-(bromomethyl)-3-fluorobenzene